7-(2-Hydroxyethoxy)-1-methyl-2-oxo-N-phenyl-quinoline-3-carboxamide OCCOC1=CC=C2C=C(C(N(C2=C1)C)=O)C(=O)NC1=CC=CC=C1